3-({[5-(trifluoromethyl)pyridin-2-yl]oxy}methyl)-2-azabicyclo[3.1.1]heptane FC(C=1C=CC(=NC1)OCC1NC2CC(C1)C2)(F)F